CO[C@@H]1[C@@H](CC[C@@H](C1)C(N(C)OC)=O)N(C(OC(C)(C)C)=O)C 1,1-dimethylethyl N-[(1R,2S,4S)-2-methoxy-4-[methoxy(methyl)carbamoyl]cyclohexyl]-N-methyl-carbamate